sulfonaphthalene sodium salt [Na+].S(=O)(=O)([O-])C1=CC=CC2=CC=CC=C12